O=C1NC(CCC1N1C(C2=CC=C(C=C2C1)C(=O)NC1=CSC2=NC=CC=C21)=O)=O 2-(2,6-dioxopiperidin-3-yl)-1-oxo-N-(thieno[2,3-b]pyridin-3-yl)isoindoline-5-carboxamide